C[Si](OCCC#N)(C)C 3-(trimethylsiloxy)propionitrile